(Z)-3-bromo-N-(4-chloro-2-(2-bromo-3-(isopropylamino)-3-oxoprop-1-en-1-yl)-6-methylphenyl)-1-(3-chloropyridin-2-yl)-1H-pyrazole-5-carboxamide BrC1=NN(C(=C1)C(=O)NC1=C(C=C(C=C1C)Cl)\C=C(\C(=O)NC(C)C)/Br)C1=NC=CC=C1Cl